N,N-dimethyl-pyrrolidinium difluoroborate oxalate C(C(=O)[O-])(=O)[O-].B([O-])(F)F.C[N+]1(CCCC1)C.C[N+]1(CCCC1)C.C[N+]1(CCCC1)C